[Na+].ClC1=CC=C(C=C1)CN1SC(=NC1=O)C1=C(C(=O)[NH-])C=CC=C1 [2-[(4-chlorophenyl)methyl]-3-oxo-1,2,4-thiadiazol-5-yl]benzamide sodium salt